(+/-)-N-[3-[4-(2-amino-6-methyl-pyrimidin-4-yl)-1,4-oxazepan-3-yl]-4-chloro-phenyl]-3-hydroxy-3-methyl-butanamide NC1=NC(=CC(=N1)N1[C@@H](COCCC1)C=1C=C(C=CC1Cl)NC(CC(C)(C)O)=O)C |r|